1-{2-fluoro-4-[4-({[3-(trifluoromethoxy)phenyl]methyl}carbamoyl)-1H-1,2,3-triazol-1-yl]butyl}-N-[(6-methylpyridin-3-yl)methyl]-1H-1,2,3-triazole-4-carboxamide FC(CN1N=NC(=C1)C(=O)NCC=1C=NC(=CC1)C)CCN1N=NC(=C1)C(NCC1=CC(=CC=C1)OC(F)(F)F)=O